C(C)(C)(C)N1N=CC(=C1)C=1C=C(C=CC1)N(C1=NC=2N(C3=CC(=CC=C13)Cl)C=NN2)C N-(3-(1-(tert-butyl)-1H-pyrazol-4-yl)phenyl)-8-chloro-N-methyl-[1,2,4]triazolo[4,3-a]quinazolin-5-amine